BrC1=CC=C2C(C(COC2=C1)C(C)C=1N=C(SC1)C1=CC=CC=C1)=O 7-Bromo-3-(1-(2-phenylthiazol-4-yl)ethyl)chroman-4-one